ClC1=CC=C(C=C1)N1C=C([C@H]2[C@H](O)[C@H](O)[C@@H](CO)O2)C(NC1=O)=O 1-(4-chlorophenyl)pseudouridine